BrC1=CC=C(C=C1)C1(CC1)CCC bromo-4-(1-propylcyclopropyl)benzene